N-[(3-Chlorophenyl)methyl]-2-[[2-(4-hydroxyanilino)-2-oxo-ethyl]sulfamoyl]benzamide ClC=1C=C(C=CC1)CNC(C1=C(C=CC=C1)S(NCC(=O)NC1=CC=C(C=C1)O)(=O)=O)=O